C(C)(C)(C)N1C(C=2CN(CCC2C=C1)C1=NC=2N(C=C1)N=CC2C=2C(=NC=CC2)OC)=O (tert-butyl)-7-(3-(2-methoxypyridin-3-yl)pyrazolo[1,5-a]pyrimidin-5-yl)-5,6,7,8-tetrahydro-2,7-naphthyridin-1(2H)-one